2-amino-4'-phenyl-biphenyl ((2S,4S)-4-ethoxypiperidin-2-yl)benzoate maleate C(\C=C/C(=O)O)(=O)O.C(C)O[C@@H]1C[C@@H](NCC1)OC(C1=CC=CC=C1)=O.NC1=C(C=CC=C1)C1=CC=C(C=C1)C1=CC=CC=C1